4-{5-chloro-2-[4-(difluoromethyl)-1H-1,2,3-triazol-1-yl]Phenyl}-6-methoxypyrimidine ClC=1C=CC(=C(C1)C1=NC=NC(=C1)OC)N1N=NC(=C1)C(F)F